C(C)(C)(C)C=1C=C(N(N1)C1=CC=CC=C1)NC(OC1=CC=CC=C1)=O phenyl (5-tert-butyl-2-phenyl-2H-pyrazol-3-yl)-carbamate